NC1=NC(=NC=C1C(F)F)C1=C(C=C2C(N(C=NC2=C1)CCC[C@H](COC(F)F)NC=1C=NNC(C1C(F)(F)F)=O)=O)F (R)-7-(4-amino-5-(difluoromethyl)pyrimidin-2-yl)-3-(5-(difluoromethoxy)-4-((6-oxo-5-(trifluoromethyl)-1,6-dihydropyridazin-4-yl)amino)pentyl)-6-fluoroquinazolin-4(3H)-one